6-heptenyldimethylmethoxysilane C(CCCCC=C)[Si](OC)(C)C